((9-Aminononyl)amino)-2-methyl-N-(5-methylthiazol-2-yl)benzamide NCCCCCCCCCNC=1C(=C(C(=O)NC=2SC(=CN2)C)C=CC1)C